(pyridin-2-yl)pyrimidine-4-amine N1=C(C=CC=C1)C1=NC=CC(=N1)N